(+-)-trans-3-(dodecylthio)-1-(2,6,6-trimethyl-3-cyclohexen-1-yl)-1-butanone C(CCCCCCCCCCC)S[C@@H](CC(=O)[C@H]1[C@@H](C=CCC1(C)C)C)C |&1:13|